C(C)N(C=1C=CC=2C3(C4=CC=C(C=C4OC2C1)O)OC(C1=CC=CC=C13)=O)CC 3'-(Diethylamino)-6'-hydroxy-3H-spiro[isobenzofuran-1,9'-xanthen]-3-one